1,3-bis(N-2-(hydroxyethyl)lauroylamino)-2-hydroxypropane OCCC(C(=O)NCC(CNC(C(CCCCCCCCCC)CCO)=O)O)CCCCCCCCCC